F[C@@H]1[C@H](C1)C(=O)O (1R,2S)-2-fluoro-cyclopropanecarboxylic acid